FC=1C=C(C=C(C1)F)[C@@H]1CC=NN1C(=O)N1CC(C1)OC1=CC(=NC=C1F)C1=CC(=NN1C)C#N (S)-5-(4-((1-(5-(3,5-difluorophenyl)-4,5-dihydro-1H-pyrazole-1-carbonyl)azetidin-3-yl)oxy)-5-fluoropyridin-2-yl)-1-methyl-1H-pyrazole-3-carbonitrile